[(2R,3S,4S,5R)-3,5-diacetoxy-6-bromo-4-fluoro-tetrahydropyran-2-yl]methyl acetate C(C)(=O)OC[C@H]1OC([C@@H]([C@H]([C@H]1OC(C)=O)F)OC(C)=O)Br